(4-chloro-2-thienyl)-2-thiazoleamine ClC=1C=C(SC1)C=1N=C(SC1)N